C1(=CC=CC=C1)C(C(CCCCCCCCCCCC)C1=CC=CC=C1)C(C#N)C#N (1,2-diphenyl-tetradecyl)malononitrile